ClC1=CC=C(C=C1)C1=CC=CC=2C(C3=CC=CC=C3C12)(C1=CC=CC=C1)C1=CC=CC=C1 4-(4-Chloro-phenyl)-9,9-diphenyl-9H-fluorene